CN1N=C(C(=C1)C1=CC=C(N=N1)OCC1CC2(CN(C2)CC2=NC=CC=C2C)C1)C 6-(((6-(1,3-dimethyl-1H-pyrazol-4-yl)pyridazin-3-yl)oxy)methyl)-2-((3-methylpyridin-2-yl)methyl)-2-azaspiro[3.3]heptane